diglycerin tristearate C(CCCCCCCCCCCCCCCCC)(=O)O.C(CCCCCCCCCCCCCCCCC)(=O)O.C(CCCCCCCCCCCCCCCCC)(=O)O.OCC(O)CO.OCC(O)CO